C(C)(C)(C)OC(=O)N1CC(C1)C=1C=NC(=NC1)N1CC(CC1)C(F)(F)F.CC1CCN(CC1)C(=O)C1=NC(=CN=C1)C1=CC=C(C=C1)C(F)(F)F (4-methylpiperidin-1-yl)(6-(4-(trifluoromethyl)phenyl)pyrazin-2-yl)methanone (-)-tert-Butyl-3-[2-[3-(trifluoromethyl)pyrrolidin-1-yl]pyrimidin-5-yl]azetidine-1-carboxylate